4-epoxy-1-methyl-cyclohexylmethyl 3,4-epoxy-1-methylcyclohexanecarboxylate CC1(CC2C(CC1)O2)C(=O)OCC2CC1C(CC2)(O1)C